4-((S)-2-Aminopropanamido)benzyl P-(but-3-en-1-yl)-N-(cyclobutylmethyl)phosphonamidate C(CC=C)P(OCC1=CC=C(C=C1)NC([C@H](C)N)=O)(=O)NCC1CCC1